(7-cyano-1-methyl-4-(4-(trifluoromethoxy)phenyl)-1H-benzo[d]imidazol-6-yl)carbamic acid methyl ester COC(NC=1C=C(C2=C(N(C=N2)C)C1C#N)C1=CC=C(C=C1)OC(F)(F)F)=O